N2-(4-((S)-3-aminopiperidin-1-yl)-5-(1-(2,2-difluoroethyl)-1H-pyrazol-4-yl)pyridin-2-yl)-6-(2-fluoro-6-methoxyphenyl)pyridin-2,5-diamine hydrochloride Cl.N[C@@H]1CN(CCC1)C1=CC(=NC=C1C=1C=NN(C1)CC(F)F)NC1=NC(=C(C=C1)N)C1=C(C=CC=C1OC)F